6-(cyclopropylcarbonyl)-N-(methyl-d3)pyridazine-3-carboxamide oxalate C(C(=O)O)(=O)O.C1(CC1)C(=O)C1=CC=C(N=N1)C(=O)NC([2H])([2H])[2H]